4-(2,3-dichloro-6-methoxyphenyl)-2-methylpyridine ClC1=C(C(=CC=C1Cl)OC)C1=CC(=NC=C1)C